tert-butyl 4-((2R,5S)-5-(4-chlorobenzyl)-2-((methylsulfonyl)methyl)morpholino)-piperidine-1-carboxylate ClC1=CC=C(C[C@@H]2N(C[C@@H](OC2)CS(=O)(=O)C)C2CCN(CC2)C(=O)OC(C)(C)C)C=C1